(2S)-2-[[4-[(3-fluorophenyl)methoxy]phenyl]methylamino]propionamide FC=1C=C(C=CC1)COC1=CC=C(C=C1)CN[C@H](C(=O)N)C